Tert-Butyl N-[3-([[2,6-Dimethoxy-4-(2-Methyl-1-Oxo-2,7-Naphthyridin-4-Yl)Phenyl]Methyl](Methyl)Amino) Bicyclo[1.1.1]Pentan-1-Yl]Carbamate COC1=C(C(=CC(=C1)C1=CN(C(C2=CN=CC=C12)=O)C)OC)CN(C12CC(C1)(C2)NC(OC(C)(C)C)=O)C